NC1=C2C(=NC=N1)N(N=C2C2=CC=C(C=C2)OC2=C(C(=CC=C2)OC)F)C2CC(CCC2)O 3-(4-amino-3-(4-(2-fluoro-3-methoxyphenoxy)phenyl)-1H-pyrazolo[3,4-d]pyrimidin-1-yl)cyclohexanol